1-(4-(10-fluoro-6-(3-methoxyazetidin-1-yl)-3-(naphthalen-1-yl)phenanthridin-9-yl)piperazin-1-yl)prop-2-en-1-one FC1=C(C=CC2=C(N=C3C=C(C=CC3=C12)C1=CC=CC2=CC=CC=C12)N1CC(C1)OC)N1CCN(CC1)C(C=C)=O